oxy-diphenylether O1C2=C(C=CC=C2)OC2=C1C=CC=C2